ClC1=CC=C(C[C@H]2CO[C@H](CN2C2CCC(CC2)C2=NN(C(=C2)F)C)CS(=O)(=O)C)C=C1 (2R,5S)-5-(4-Chlorobenzyl)-4-(4-(5-fluoro-1-methyl-1H-pyrazol-3-yl)cyclohexyl)-2-((methylsulfonyl)methyl)morpholin